ClC1=C(C=CC=C1Cl)S(=O)(=O)NC=1C(=C(C(=O)OC)C(=C(C1)F)F)F methyl 3-((2,3-dichlorophenyl) sulfonylamino)-2,5,6-trifluorobenzoate